FC1=CC=C(C=C1)C=1C=C(C=NC1)CN1C(=NC=C1)[C@H]1N(C[C@@H](C1)O)C(C(C(C)C)C1=CC(=NO1)OC)=O 1-[(2S,4R)-2-[1-[[5-(4-fluorophenyl)-3-pyridyl]methyl]imidazol-2-yl]-4-hydroxy-pyrrolidin-1-yl]-2-(3-methoxyisoxazol-5-yl)-3-methyl-butan-1-one